C(#N)C1(CCC(CC1)NC1=NN2C(C(=N1)OC)=C(C(=C2)F)C=2C=C(C=1N(C2)C(=CN1)C(=O)NC)F)C 6-(2-(((1r,4r)-4-cyano-4-methylcyclohexyl)amino)-6-fluoro-4-methoxypyrrolo[2,1-f][1,2,4]triazin-5-yl)-8-fluoro-N-methylimidazo[1,2-a]pyridine-3-carboxamide